N-(5-chloro-6-(2H-1,2,3-triazol-2-yl)pyridin-3-yl)-1-(7-cyanothieno[2,3-c]pyridin-4-yl)-5-(trifluoromethyl)-1H-pyrazole-4-carboxamide ClC=1C=C(C=NC1N1N=CC=N1)NC(=O)C=1C=NN(C1C(F)(F)F)C1=C2C(=C(N=C1)C#N)SC=C2